N-[(1s,4s)-4-[2-(methylsulfanyl)-7-oxo-5-[2-(triisopropylsilyl)ethynyl]pyrido[2,3-d]pyrimidin-8-yl]cyclohexyl]propanamide CSC=1N=CC2=C(N1)N(C(C=C2C#C[Si](C(C)C)(C(C)C)C(C)C)=O)C2CCC(CC2)NC(CC)=O